ClC1=NN2C(C=C(C=C2)N2CC(CCC2)N2CC(C2)(F)F)=N1 2-chloro-7-(3-(3,3-difluoroazetidin-1-yl)piperidin-1-yl)-[1,2,4]triazolo[1,5-a]pyridine